CN1N=CC(=C1C(F)(F)F)C(C)O (1-methyl-5-(trifluoromethyl)-1H-pyrazol-4-yl)ethan-1-ol